CN(S(=O)(=O)C=1C=C(C(=O)N2[C@H](CCC2)C(=O)N[C@H](CO)C2=CC=C(C=C2)C(F)(F)F)C=CC1)C 1-(3-(dimethylsulfamoyl)benzoyl)-N-((1S)-2-hydroxy-1-(4-(trifluoromethyl)phenyl)ethyl)-D-prolinamide